tert-Butyl 2-(bromomethyl)-7-chloro-4-nitro-1H-indole-1-carboxylate BrCC=1N(C2=C(C=CC(=C2C1)[N+](=O)[O-])Cl)C(=O)OC(C)(C)C